2-((2-ethyl-5-(2-(1-hydroxycyclopropane-1-carbonyl)-2,6-diazaspiro[3.4]octane-6-yl)-7-methylpyrazolo[1,5-a]pyridin-3-yl)(methyl)amino)-4-(4-fluorophenyl)thiazole-5-carbonitrile C(C)C1=NN2C(C=C(C=C2C)N2CC3(CN(C3)C(=O)C3(CC3)O)CC2)=C1N(C=1SC(=C(N1)C1=CC=C(C=C1)F)C#N)C